cytidine choline phosphate P(=O)(O)(O)OCC[N+](C)(C)C.[C@@H]1([C@H](O)[C@H](O)[C@@H](CO)O1)N1C(=O)N=C(N)C=C1